(2-(6-((2,2,6,6-tetramethyltetrahydro-2H-pyran-4-yl)oxy)pyridazin-3-yl)-1,6-naphthyridin-7-yl)methanamine CC1(OC(CC(C1)OC1=CC=C(N=N1)C1=NC2=CC(=NC=C2C=C1)CN)(C)C)C